N-(((1r,4r)-4-aminocyclohexyl)methyl)-4-(4-ethylpiperidin-1-yl)-2-methylaniline NC1CCC(CC1)CNC1=C(C=C(C=C1)N1CCC(CC1)CC)C